C(=O)(C=1C=C2C(CC(C2=CC1)=O)=O)C=1C=C2C(CC(C2=CC1)=O)=O 5,5'-carbonyl-bis(1H-indene-1,3(2H)-dione)